2'-Hydroxy-4,4-bis(beta-D-glucopyranosyloxy)-6'-methoxychalcone OC1=C(C(/C=C/C2=CCC(C=C2)(O[C@H]2[C@H](O)[C@@H](O)[C@H](O)[C@H](O2)CO)O[C@H]2[C@H](O)[C@@H](O)[C@H](O)[C@H](O2)CO)=O)C(=CC=C1)OC